(6-chloro-1-(4-(trifluoromethyl)phenyl)-1H-indol-5-yl)-carbamic acid tert-butyl ester C(C)(C)(C)OC(NC=1C=C2C=CN(C2=CC1Cl)C1=CC=C(C=C1)C(F)(F)F)=O